4-Isopropoxy-N-(6-methoxy-4-((3-((trifluoromethyl)sulfonyl)phenyl)carbamoyl)pyridin-3-yl)-6-((3-morpholinobicyclo[1.1.1]pentan-1-yl)amino)pyrimidine-5-carboxamide C(C)(C)OC1=NC=NC(=C1C(=O)NC=1C=NC(=CC1C(NC1=CC(=CC=C1)S(=O)(=O)C(F)(F)F)=O)OC)NC12CC(C1)(C2)N2CCOCC2